4-((6-cyclopropylimidazo[1,2-a]pyridin-2-yl)methoxy)-6-((4-(N-((hexyloxy)carbonyl)carbamimidoyl)-2,6-dimethylbenzyl)amino)pyrimidine-2-carboxylic acid C1(CC1)C=1C=CC=2N(C1)C=C(N2)COC2=NC(=NC(=C2)NCC2=C(C=C(C=C2C)C(NC(=O)OCCCCCC)=N)C)C(=O)O